4-bromo-2-(bromomethyl)-3-fluorobenzoic acid methyl ester COC(C1=C(C(=C(C=C1)Br)F)CBr)=O